3-isopropyl-6,8a-dimethyl-1,2,4,5,8,8a-hexahydroazulene C(C)(C)C=1CCC2(CC=C(CCC12)C)C